(7R,14R)-11-(6-(diethylphosphoryl)pyridin-3-yl)-1-(difluoromethoxy)-6,7-dihydro-7,14-methanobenzo[f]benzo[4,5]imidazo[1,2-a][1,4]diazocin-5(14H)-one C(C)P(=O)(CC)C1=CC=C(C=N1)C1=CC2=C(N=C3N2[C@H]2C4=C(C(N[C@@H]3C2)=O)C=CC=C4OC(F)F)C=C1